8-(8,8-difluoro-6-azaspiro[3.4]octan-2-yl)-6-methyl-N-(1-(methylsulfonyl)piperidin-4-yl)pyrido[3,4-d]pyrimidin-2-amine FC1(CNCC12CC(C2)C2=NC(=CC1=C2N=C(N=C1)NC1CCN(CC1)S(=O)(=O)C)C)F